[Si](C)(C)(C(C)(C)C)OCC12CCCN2C(CC1)=O 7a-(((Tert-butyldimethylsilyl)oxy)methyl)hexahydro-3H-pyrrolizin-3-one